4-morpholino-2-[(2E)-2-(m-tolylmethylene)hydrazino]-N-(2-piperidyl)pyrrolo[2,1-f][1,2,4]triazine-6-carboxamide O1CCN(CC1)C1=NC(=NN2C1=CC(=C2)C(=O)NC2NCCCC2)N/N=C/C=2C=C(C=CC2)C